C1=CC=CC=2C3=CC=CC=C3C(C12)COC(=O)N[C@H](C(=O)O)CC1=CC=C(C=C1)C1=CC(=NC=C1)NC(=O)OC(C)(C)C (S)-2-((((9H-fluoren-9-yl)methoxy)carbonyl)amino)-3-(4-(2-((tert-butoxycarbonyl)amino)pyridin-4-yl)phenyl)propanoic acid